((2-fluoro-4-(5-(trifluoromethyl)-1,2,4-oxadiazol-3-yl)phenyl)imino)(3-fluorophenyl)(methyl)-λ6-sulfanone FC1=C(C=CC(=C1)C1=NOC(=N1)C(F)(F)F)N=S(=O)(C)C1=CC(=CC=C1)F